F[C@@H]1C[C@H](N(C1)C(CC1=CN=NN1)=O)C(=O)N[C@@H](C1=C(C=NC=C1)F)C1=CC(=C(C=C1)C(C)C)F |o1:17| (2S,4R)-4-fluoro-N-[(R) or (S)-[3-fluoro-4-(propan-2-yl)phenyl](3-fluoropyridin-4-yl)methyl]-1-[2-(1H-1,2,3-triazol-5-yl)acetyl]pyrrolidine-2-carboxamide